4-(1-Methylcyclobutyl)-3-oxo-butanenitrile CC1(CCC1)CC(CC#N)=O